O[C@@H](CN(C(OC(C)(C)C)=O)[C@H]1COC2(C1)CCNCC2)COC2=CC(=CC=C2)S(=O)(=O)C2(CC2)CO tert-butyl ((S)-2-hydroxy-3-(3-((1-(hydroxymethyl)cyclopropyl)sulfonyl) phenoxy)propyl)((R)-1-oxa-8-azaspiro[4.5]decan-3-yl)carbamate